ClC1=C(NC2=CC=CC=C2)C=C(C=C1)OC 2-chloro-5-methoxy-N-phenylaniline